iron-manganese-copper [Cu].[Mn].[Fe]